N1(N=CN=C1)CCNC(C1=CC=C(C=C1)C#CC1=CC=C(C=C1)C1=CC(=NO1)CN1C(=NC=C1)[C@H](C)OC1OCCCC1)=O N-(2-(1H-1,2,4-triazol-1-yl)ethyl)-4-((4-(3-((2-((1S)-1-((tetrahydro-2H-pyran-2-yl)oxy)ethyl)-1H-imidazol-1-yl)methyl)isoxazol-5-yl)phenyl)ethynyl)benzamide